[Cl-].C1CCC[N+]12CCCC2 5-azoniaspiro[4.4]nonane chloride